5-{2-amino-[1,2,4]triazolo-[1,5-a]pyridin-7-yl}-N-{[2-fluoro-5-(trifluoromethyl)-phenyl]methyl}-2-methyl-pyridine-3-carboxamide NC1=NN2C(C=C(C=C2)C=2C=C(C(=NC2)C)C(=O)NCC2=C(C=CC(=C2)C(F)(F)F)F)=N1